CSCCN1CN(C=C1)C 3-(2-methylthioethyl)-1-methylimidazole